BrC=1C=C(C=CC1F)N1ON(C(=C1)NC1CC(C1)NS(N)(=O)=O)O N-(3-bromo-4-fluorophenyl)-N'-hydroxy-4-((3-(sulfamylamino)cyclobutyl)amino)1,2,5-oxadiazole